O=C(CC(=O)O)CC(=O)O mono-ketoglutaric acid